tert-butyl-2-(6,7-dihydro-5H-pyrrolo[1,2-c]imidazol-1-yl)-2-[4-fluoro-1-oxo-6-[4-(piperazin-1-ylmethyl)phenyl]isoindolin-2-yl]-N-thiazole-carboxylic acid C(C)(C)(C)C=1N(C(SC1)(N1C(C2=CC(=CC(=C2C1)F)C1=CC=C(C=C1)CN1CCNCC1)=O)C1=C2N(C=N1)CCC2)C(=O)O